N1=CC(=CC=C1)N1CCC(CC1)NC1=NC2=CC=C(C=C2C=N1)B1OC(C(O1)(C)C)(C)C N-[1-(pyridin-3-yl)piperidin-4-yl]-6-(4,4,5,5-tetramethyl-1,3,2-dioxaborolan-2-yl)quinazolin-2-amine